3-(N-methylaminoethyl)-pyrrolo[2,3-b]pyridine CNCCC1=CNC2=NC=CC=C21